ClC1=C(C=CC(=C1)C(F)(F)F)NC(=O)C1(CCC1)N1N=CC(=C1)C1CCN(CC1)CC1CCN(CC1)C(=O)OC(C)(C)C tert-butyl 4-((4-(1-(1-((2-chloro-4-(trifluoromethyl)phenyl)carbamoyl)cyclobutyl)-1H-pyrazol-4-yl)piperidin-1-yl)methyl)piperidine-1-carboxylate